phenyl (3-methylisoxazol-5-yl)carbamate CC1=NOC(=C1)NC(OC1=CC=CC=C1)=O